COC=1N=CC(=C2C=CC=NC12)[C@H]1CN(C[C@@H](C1)C)C(CC1CCN(CC1)C)=O 1-[(3S,5R)-3-(8-methoxy-[1,7]naphthyridin-5-yl)-5-methyl-piperidin-1-yl]-2-(1-methyl-piperidin-4-yl)-ethanone